O[C@@H]1[C@@H](CCCC1)C1(CC(=C(C=C1)C)C(=O)NC=1C=NC=C(C1)C1=CC=CC=C1)C(=O)N 1-[(1S,2S)-2-hydroxycyclohexyl]-4-methyl-N3-(5-phenylpyridin-3-yl)benzene-1,3-dicarboxamide